dimethoxyphenylacetyl-flavone COC=1C(=C2C(C(=C(OC2=CC1)C1=CC=CC=C1)C(CC1=CC=CC=C1)=O)=O)OC